C1=CC=CC=2C3=CC=CC=C3C(C12)COC(=O)N[C@H](C(=O)O)CC1=C(C=CC(=C1)I)F (2S)-2-(9H-fluoren-9-ylmethoxycarbonylamino)-3-(2-fluoro-5-iodophenyl)propionic acid